2-((R)-2,6-Dioxopiperidin-3-yl)-1-oxo-N-((R)-2,2,2-trifluoro-1-phenylethyl)isoindoline-5-carboxamide O=C1NC(CC[C@H]1N1C(C2=CC=C(C=C2C1)C(=O)N[C@@H](C(F)(F)F)C1=CC=CC=C1)=O)=O